FC1=C(C=C2CCC(N(C2=C1)C)=O)C=1C=C(C=NC1)CN(S(=O)(=O)CC)C Ethanesulfonic acid [5-(7-fluoro-1-methyl-2-oxo-1,2,3,4-tetrahydro-quinolin-6-yl)-pyridin-3-ylmethyl]-methyl-amide